1-(dimethyl amino)-3-(2-(3-methoxyphenethyl) phenoxy)propan-2-yl (4-(nitrooxy)butyl) succinate C(CCC(=O)OCCCCO[N+](=O)[O-])(=O)OC(CN(C)C)COC1=C(C=CC=C1)CCC1=CC(=CC=C1)OC